O1CCN(CC1)CCC(=O)NC1=CC(N(C(N1C1=CC=C(C=C1)F)=O)C1=CC=C(C=C1)F)=O 6-morpholinopropionylamino-1,3-bis(4-fluorophenyl)pyrimidine-2,4(1H,3H)-dione